O=C1NC(CCC1N1CC2=CC=C(C=C2C1=O)CNC(O[C@H]1[C@H](OC1)C1=CC=CC=C1)=O)=O |r| rac-(2R,3R)-2-phenyloxetan-3-yl N-{[2-(2,6-dioxopiperidin-3-yl)-3-oxo-2,3-dihydro-1H-isoindol-5-yl]methyl}carbamate